{4-[(2S)-2-[(2S)-2-{[(tert-butoxy)carbonyl]amino}-3-methylbutanamido]propanamido]phenyl}methyl (2S)-4,4-difluoro-2-({[(4-nitrophenoxy)carbonyl]oxy}methyl)pyrrolidine-1-carboxylate FC1(C[C@H](N(C1)C(=O)OCC1=CC=C(C=C1)NC([C@H](C)NC([C@H](C(C)C)NC(=O)OC(C)(C)C)=O)=O)COC(=O)OC1=CC=C(C=C1)[N+](=O)[O-])F